C(C1=CC=CC=C1)OC(=O)N1CCOC[C@@](C1)(C)O.[F-].C(CCCCCCCCCCC)[NH+]1C=C(C=C1)CC 1-Dodecyl-3-ethylpyrrolium fluorid Benzyl-(S)-6-hydroxy-6-methyl-1,4-oxazepane-4-carboxylate